OC(CN1CCOCC1)C=1SC(=C(N1)C(F)(F)F)C(=O)NC(C)C1=CC(=CC=C1)C(F)(F)F 2-[1-hydroxy-2-(4-morpholinyl)ethyl]-4-(trifluoromethyl)-N-[1-[3-(trifluoromethyl)phenyl]ethyl]-5-thiazolecarboxamide